Cl.O=C1N(CCC(N1)=O)C1=NN(C2=CC(=CC=C12)N1CCN(CC1)CC(=O)O)C 2-[4-[3-(2,4-dioxohexahydropyrimidin-1-yl)-1-methyl-indazol-6-yl]piperazin-1-yl]acetic acid hydrochloride